[Al]#[Al] diAluminum